N-(4'-((3-methoxyphenyl)amino)-[2,3'-bipyridin]-6'-yl)acetamide COC=1C=C(C=CC1)NC1=C(C=NC(=C1)NC(C)=O)C1=NC=CC=C1